C(C(=C)C)(=O)OCC(C(C(NCCC(CC(CNC(C(C(CC(C(C=C)=O)=O)C)=O)=O)(C)C)C)=O)=O)C 2,8,10,10,15-pentamethyl-4,13,18-trioxo-3,14,17-trioxo-5,12-diazaeicosa-19-enyl methacrylate